cyclooct-2-en C1C=CCCCCC1